4-(5-chloro-2-(4-(pyridin-2-yl)-1H-1,2,3-triazol-1-yl)phenyl)-5-methoxypyridin-2(1H)-one ClC=1C=CC(=C(C1)C1=CC(NC=C1OC)=O)N1N=NC(=C1)C1=NC=CC=C1